N1CC(CC1)CCC[C@@]12C(CC[C@H]1[C@@H]1C([C@@H](C3CCCC[C@]3(C)[C@H]1CC2)CO)=O)=O [2-(pyrrolidine-3-yl)ethyl]-6alpha-hydroxymethylandrostane-7,17-dione